NC=1C2=C(N=C(N1)C)N(C=C2)CC(=O)OCCCC butyl 2-(4-amino-2-methyl-7H-pyrrolo[2,3-d]pyrimidin-7-yl)acetate